6-(Methylsulfinyl)-5-nitronicotinic acid CS(=O)C1=NC=C(C(=O)O)C=C1[N+](=O)[O-]